NCCS(=O)(=O)C1=CC=C(C(=C1S(=O)(=O)N)C=1N=NNN1)C=1C=NC(=CC1)N 6-((2-aminoethyl)sulfonyl)-3-(6-aminopyridin-3-yl)-2-(2H-tetrazol-5-yl)benzenesulfonamide